4-chloro-2,5-dimethyl-6,7-dihydro-5H-cyclopenta[d]pyrimidine ClC=1C2=C(N=C(N1)C)CCC2C